fluoro-1,3-oxazine FC1OC=CC=N1